CC1=CC=C(O1)CC1=C(C(=O)N)C=CC=C1NC1=NC=C(C=N1)C=1OC(=CC1)C [(5-methylfuran-2-yl)methyl]-3-{[5-(5-methylfuran-2-yl)pyrimidin-2-yl]amino}benzamide